(2S,5R)-5-(2-chlorophenyl)-1-(2-methoxy-[1,1'-biphenyl]-4-carbonyl)pyrrolidine-2-carboxylic acid ClC1=C(C=CC=C1)[C@H]1CC[C@H](N1C(=O)C1=CC(=C(C=C1)C1=CC=CC=C1)OC)C(=O)O